N1N=CC2=CC(=CC=C12)NC1=NC=C(C(=N1)N1C=C(C=C1)C(=O)NC(CO)C1=CC=CC=C1)C 1-(2-((1H-indazol-5-yl)amino)-5-methylpyrimidin-4-yl)-N-(2-hydroxy-1-phenylethyl)-1H-pyrrole-3-carboxamide